[Si](C)(C)(C(C)(C)C)OCC1=NC=CC=C1F 2-(((tert-butyldimethylsilyl)oxy)methyl)-3-fluoropyridine